ClC=1C=C(C=CC1)[C@]1([C@@H](C1)C(=O)NC1=NC=NC(=C1)NCC=1N=C2N(C=C(C=C2N2C(N(C(C2)=O)C)=O)C2CC2)C1)F (1S,2S)-2-(3-chlorophenyl)-N-(6-(((6-cyclopropyl-8-(3-methyl-2,4-dioxoimidazolidin-1-yl)imidazo[1,2-a]pyridin-2-yl)methyl)amino)pyrimidin-4-yl)-2-fluorocyclopropane-1-carboxamide